1-Tert-butyl N-[4-[4-[[3-carbamoyl-1-(2-hydroxyethyl)pyrazol-4-yl]carbamoyl]oxazol-2-yl]-2-pyridyl]-N-(cyclopropylmethyl)carbamate C(N)(=O)C1=NN(C=C1NC(=O)C=1N=C(OC1)C1=CC(=NC=C1)N(C(OC(C)(C)C)=O)CC1CC1)CCO